8-[(1R)-1-[[2-(2-fluorophenyl)-3-pyridyl]amino]ethyl]-6-methyl-2-(3-pyridyl)benzopyran-4-one FC1=C(C=CC=C1)C1=NC=CC=C1N[C@H](C)C1=CC(=CC=2C(C=C(OC21)C=2C=NC=CC2)=O)C